5-(N-(2-(4-(3-bromothiophene-2-carbonyl)piperazin-1-yl)phenyl)-N-phenethylsulfamoyl)-3-tolylthiophene-2-carboxylic acid BrC1=C(SC=C1)C(=O)N1CCN(CC1)C1=C(C=CC=C1)N(S(=O)(=O)C=1C=C(C=C(C1)C)C1=C(SC=C1)C(=O)O)CCC1=CC=CC=C1